8-(dimethylamino)-3-(4-methoxybenzyl)-8-phenyl-1-tosyl-1,3-diazaspiro[4.5]decan-2-one CN(C1(CCC2(CN(C(N2S(=O)(=O)C2=CC=C(C)C=C2)=O)CC2=CC=C(C=C2)OC)CC1)C1=CC=CC=C1)C